C(#N)[C@]1(COCC2=CC=C(C=C12)C(=O)NCC1=NC=C2C=CC(=NC2=C1)N1N=C(C(=C1)F)NCCCO)C (S)-4-cyano-N-((2-(4-fluoro-3-((3-hydroxypropyl)amino)-1H-pyrazol-1-yl)-1,6-naphthyridin-7-yl)methyl)-4-methylisochromane-6-carboxamide